C1(=CC=CC=C1)NC=1C2=C(C=C3CNCC13)CNC2 N-phenyl-1,2,3,5,6,7-hexahydropyrrolo[3,4-f]isoindol-4-amine